8-(4-methoxyphenylthio)guanosine-5'-monophosphate P(=O)(O)(O)OC[C@@H]1[C@H]([C@H]([C@@H](O1)N1C(=NC=2C(=O)NC(N)=NC12)SC1=CC=C(C=C1)OC)O)O